FC1=CC=C(CC=2N=C(SC2C(=O)N)N2CCC(CC2)N2C[C@@H](CCC2)C)C=C1 (4-fluorobenzyl)-2-[(3R)-3-methyl[1,4'-bipiperidin]-1'-yl]-1,3-thiazole-5-carboxamide